C(C)OC1=C(N=C2C(=N1)NC(=N2)C(F)(F)F)NC2=C(C=C(C=C2)OC(F)(F)F)F 6-Ethoxy-N-(2-fluoro-4-(trifluoromethoxy)phenyl)-2-(trifluoromethyl)-1H-imidazo[4,5-b]pyrazin-5-amin